C(CCCCCCCCCCCCCCC(C)C)(=O)O.OC[C@H](O)[C@@H](O)[C@H](O)[C@H](O)CO.C(CCCCCCCCCCCCCCC(C)C)(=O)O.C(CCCCCCCCCCCCCCC(C)C)(=O)O.OC[C@H](O)[C@@H](O)[C@H](O)[C@H](O)CO sorbitol sesquiisostearate